(1-oxa-6-azaspiro[3.3]heptan-6-yl)methanone O1CCC12CN(C2)C=O